FC(OC=1C=C(C=CC1)N1C(C(C2=CC(=CC(=C12)F)C(=O)N[C@@]1(NS(C=CC1)(=O)=O)C)(C)C)=O)F 1-[3-(difluoromethoxy)phenyl]-7-fluoro-3,3-dimethyl-N-[(3R)-3-methyl-1,1-dioxo-thiazin-3-yl]-2-oxo-indoline-5-carboxamide